acryloyl-dimethyl-taurine sodium salt [Na+].C(C=C)(=O)C(N(C)C)CS(=O)(=O)[O-]